peroxylauric acid-tert-butyl ester C(C)(C)(C)OOC(CCCCCCCCCCC)=O